phenylacetyl-N-phenethyl-sulfonyl-pyrrole chloride salt hexafluorophosphate F[P-](F)(F)(F)(F)F.[Cl-].C1(=CC=CC=C1)CC(=O)C=1N(C=CC1)S(=O)(=O)CCC1=CC=CC=C1